C(C)OC1=CC(=CC(=N1)C=1OC2=C(N1)C=C(C=C2OC)CN[C@H]2[C@H](CCC2)O)C2=C(C=C(C=C2)F)C2=NN=CN2C (1S,2R)-2-{[(2-{6-Ethoxy-4-[4-fluoro-2-(4-methyl-1,2,4-triazol-3-yl)phenyl]pyridin-2-yl}-7-methoxy-1,3-benzoxazol-5-yl)methyl]amino}cyclopentan-1-ol